2-(6-Methyl-benzothiazol-2-ylamino)-1-methyl-1H-benzimidazole-5-carboxylic acid (2-methoxy-ethyl)-amide COCCNC(=O)C1=CC2=C(N(C(=N2)NC=2SC3=C(N2)C=CC(=C3)C)C)C=C1